COC1=CC2=C(N=C(C3=C(N2C2CC2)C=CC=C3)N3CCNCC3)C=C1 7-methoxy-5-cyclopropyl-11-(piperazin-1-yl)-5H-dibenzo[b,e][1,4]diazepine